ClC1=C(C=C(C=C1)C1CCN(CC1)C(=O)OC(C)(C)C)C Tert-butyl 4-(4-chloro-3-methylphenyl)piperidine-1-carboxylate